4-(4-(Pentyloxy)benzyl)-1,2,4-thiadiazolidine-3,5-dione C(CCCC)OC1=CC=C(CN2C(NSC2=O)=O)C=C1